1-amyl-3-methylimidazole bromine salt [Br].C(CCCC)N1CN(C=C1)C